C(C=C)(=O)N1C[C@H](CC1)C1=NN(C=2C(=NNC(C21)=O)N)C2=CC=C(C=C2)OC2=C(C=CC=C2F)F (S)-3-(1-acryloylpyrrolidin-3-yl)-7-amino-1-(4-(2,6-difluorophenoxy)phenyl)-1,5-dihydro-4H-pyrazolo[3,4-d]pyridazin-4-one